C(=O)(O)OB(OC(=O)O)[O-].[Li+] lithium dicarboxyborate